1-(2-((4-(4-ethyl-4H-1,2,4-triazol-3-yl)-2-methoxyphenyl)amino)-6-methylpyrido[3,4-d]pyrimidin-8-yl)-4-methylpiperidine-4-carbonitrile C(C)N1C(=NN=C1)C1=CC(=C(C=C1)NC=1N=CC2=C(N1)C(=NC(=C2)C)N2CCC(CC2)(C#N)C)OC